5-[(2-chlorophenyl)methyl]-4-[(4,4-difluorocyclohexyl)methyl]-2-(2,2,2-trifluoroethyl)-2,4-dihydro-3H-1,2,4-triazol-3-one ClC1=C(C=CC=C1)CC=1N(C(N(N1)CC(F)(F)F)=O)CC1CCC(CC1)(F)F